OC=C1C2CC(CC12)C1=CC=C(C=C1)O 6-hydroxymethylene-3-(4-hydroxyphenyl)bicyclo[3.1.0]hexane